hydroxychloride OCl